BrC1=C(C(=O)NC=2SC(=CN2)[N+](=O)[O-])C=CC=C1 2-bromo-N-(5-nitrothiazol-2-yl)benzamide